2-((5-acetyl-6-oxo-1,6-dihydropyridazin-4-yl)amino)propanol C(C)(=O)C1=C(C=NNC1=O)NC(CO)C